COC=1C=CC=2C3=C(N(C2C1)C)C(N(N=C3)C)=O 7-methoxy-3,5-dimethyl-3,5-dihydro-4H-pyridazino[4,5-b]indol-4-one